3-Cyclopentyl-1-((3,3-difluoro-1-methylcyclobutyl)methyl)-4-(trifluoromethyl)-1H-pyrazole-5-carboxamide C1(CCCC1)C1=NN(C(=C1C(F)(F)F)C(=O)N)CC1(CC(C1)(F)F)C